(1aR,5aR)-2-(5-Trifluoromethyl-pyrazin-2-yl)-1a,2,5,5a-tetrahydro-1H-2,3-diaza-cyclopropa[a]pentalene-4-carboxylic acid (4-hydroxymethyl-tetrahydro-pyran-4-yl)-amide OCC1(CCOCC1)NC(=O)C=1C=2C[C@@H]3[C@H](C2N(N1)C1=NC=C(N=C1)C(F)(F)F)C3